FC=1C=C(C=CC1N1CCOCC1)C1=NC(=NC(=C1)N1C[C@H](CC1)O)C=1C(=NC=CC1)O (S)-3-(4-(3-fluoro-4-morpholinophenyl)-6-(3-hydroxypyrrolidin-1-yl)pyrimidin-2-yl)pyridin-2-ol